[Na+].C([S-])(OCC(C)C)=S O-isobutyl dithiocarbonate sodium salt